5-azido-2-bromo-6,7,8,9-tetrahydro-5H-benzo[7]annulene N(=[N+]=[N-])C1CCCCC2=C1C=CC(=C2)Br